(R)-8-bromo-2-methyl-3,4-dihydrobenzo[f][1,4]oxazepin-5(2H)-one BrC1=CC2=C(C(NC[C@H](O2)C)=O)C=C1